ClC(=O)O[C@@H](COC)C (R)-1-methoxypropan-2-yl chloroformate